C(C1=CC=CC=C1)C1CCN(CC1)CCCCNCC1=C(C=CC2=CC=CC=C12)OCC1=CC=C(C=C1)F 4-(4-benzylpiperidin-1-yl)-N-((2-((4-fluorobenzyl)oxy)naphthalen-1-yl)methyl)butan-1-amine